(2S,4R)-2-(((tert-butyldimethylsilyl)oxy)methyl)-4-(cyclopropylmethoxy)pyrrolidine-1-carboxylic acid tert-butyl ester C(C)(C)(C)OC(=O)N1[C@@H](C[C@H](C1)OCC1CC1)CO[Si](C)(C)C(C)(C)C